4-Chloro-5-fluoro-2-(4-fluoro-2-methylphenoxy)-N-(6-oxo-1,6-dihydropyridazin-4-yl)benzamide ClC1=CC(=C(C(=O)NC=2C=NNC(C2)=O)C=C1F)OC1=C(C=C(C=C1)F)C